O[C@@H]1C[C@H](N(C1)C([C@H](C(C)(C)C)NC(COCCOCCOC=1C=C(C(=O)O)C=CC1)=O)=O)C(NCC1=CC=C(C=C1)C1=C(N=CS1)C)=O 3-(2-(2-(2-(((S)-1-((2S,4R)-4-hydroxy-2-((4-(4-methylthiazol-5-yl)benzyl)carbamoyl)pyrrolidin-1-yl)-3,3-dimethyl-1-oxobutan-2-yl)amino)-2-oxoethoxy)ethoxy)ethoxy)benzoic acid